3-bromo-5-[[3-(morpholin-4-yl)propyl]amino]-1-[(3S)-pyrrolidin-3-yl]pyrazole-4-carboxamide hydrochloride Cl.BrC1=NN(C(=C1C(=O)N)NCCCN1CCOCC1)[C@@H]1CNCC1